OC1=C(C=C(C=C1C(F)(F)F)C(F)(F)F)N1C(N(CC1)C[C@@H]1OC1)=O (S)-1-(2-hydroxy-3,5-bis(trifluoromethyl)phenyl)-3-(oxiran-2-ylmethyl)imidazolidine-2-one